OC(C=1C=NN(C1)C1CCN(CC1)C(=O)OC(C)(C)C)C1=CN=C2C3=C(C=CC=C13)C(N2)=O tert-Butyl 4-(4-(Hydroxy(2-oxo-1,2-dihydropyrrolo[4,3,2-ij]isoquinolin-6-yl)methyl)-1H-pyrazol-1-yl)piperidine-1-carboxylate